5-(difluoromethyl)-N-methoxy-1-(deuteromethyl)-N-(1-(2,4,6-trichlorophenyl)propan-2-yl)-1H-pyrazole-4-carboxamide FC(C1=C(C=NN1C[2H])C(=O)N(C(CC1=C(C=C(C=C1Cl)Cl)Cl)C)OC)F